C(#C)C=1C=C(C=CC1C(F)(F)F)/C=C/C1CN(C1)C(=O)OC(C)(C)C Tert-butyl 3-[(E)-2-[3-ethynyl-4-(trifluoromethyl)phenyl]ethenyl]azetidine-1-carboxylate